((3S,4R)-1-(4-(cyclopropylamino)-3-fluoro-5-nitrobenzoyl)-4-methoxypiperidin-3-yl)carbamic acid tert-butyl ester C(C)(C)(C)OC(N[C@H]1CN(CC[C@H]1OC)C(C1=CC(=C(C(=C1)[N+](=O)[O-])NC1CC1)F)=O)=O